tert-butyl 4-(2-((1H-benzo[d][1,2,3]triazol-6-yl)sulfonyl)ethyl)piperazine-1-carboxylate N1N=NC2=C1C=C(C=C2)S(=O)(=O)CCN2CCN(CC2)C(=O)OC(C)(C)C